piperazin-2-ylbenzoic acid methyl ester COC(C1=C(C=CC=C1)C1NCCNC1)=O